FC1=CC=C2C(NC=3N(C2=C1)N=C(C3)CN3CCN(CC3)C=3C=CC(=NC3)C(=O)NC)=O 5-(4-((8-fluoro-5-oxo-4,5-dihydropyrazolo[1,5-a]quinazolin-2-yl)methyl)piperazin-1-yl)-N-methylpyridineamide